1,4-bis(4'-hydroxybenzoyl)benzene perfluorophenyl-1-azido-12-(2-(2-(2-(2-azidoethoxy)ethoxy)ethoxy)ethyl)-3,6,9,15,18,21-hexaoxa-12-azatetracosan-24-oate FC(C(OC(C(OC(C(OC(C(N(C(C(OC(C(OC(C(OC(C(C(=O)O)(F)F)(F)F)(F)F)(F)F)(F)F)(F)F)(F)F)(F)F)C(C(OC(C(OC(C(OC(C(N=[N+]=[N-])(F)F)(F)F)(F)F)(F)F)(F)F)(F)F)(F)F)(F)F)(F)F)(F)F)(F)F)(F)F)(F)F)(F)F)(F)F)(N=[N+]=[N-])C1=C(C(=C(C(=C1F)F)F)F)F.OC1=CC=C(C(=O)C2=CC=C(C=C2)C(C2=CC=C(C=C2)O)=O)C=C1